BrC1=C2C=CN(C2=CC(=C1)OC)C 4-bromo-6-methoxy-1-methyl-1H-indole